O1C(COCC1)CNC 1-(1,4-dioxane-2-yl)-N-methyl-methylamine